2-[5-amino-2-(hydroxymethyl)phenyl]ethylsulfonyloxysodium NC=1C=CC(=C(C1)CCS(=O)(=O)O[Na])CO